COC1=CC(=C(N(C)C)C=C1)[N+](=O)[O-] 4-methoxy-2-nitro-N,N-dimethylaniline